C(CSCCCCCCCCCCCCCCSCCO)O 3,18-dithia-1,20-eicosanediol